Tert-butyl 3-(2-bromo-5-{[(2R,7aS)-2-fluorotetrahydro-1H-pyrrolizin-7a(5H)-yl]methoxy}[1,3]thiazolo[5,4-d]pyrimidin-7-yl)-3,8-diazabicyclo[3.2.1]octane-8-carboxylate BrC=1SC=2N=C(N=C(C2N1)N1CC2CCC(C1)N2C(=O)OC(C)(C)C)OC[C@]21CCCN1C[C@@H](C2)F